ClC1=C(C=CC=C1)C=1N(C2=NC(=NC(=C2N1)N1CCC(CC1)C(F)(F)F)N(CCO)C)C1=CC=C(C=C1)Cl 1-[[8-(2-chlorophenyl)-9-(4-chlorophenyl)-6-[4-(trifluoromethyl)-1-piperidinyl]purin-2-yl]-methyl-amino]-ethan-2-ol